2-(2-hydroxy-5-methylphenyl)-benzotriazol OC1=C(C=C(C=C1)C)N1N=C2C(=N1)C=CC=C2